Methyl-3-(p-isopropylphenyl)-propionaldehyde CC(C=O)CC1=CC=C(C=C1)C(C)C